4-chloro-1-(4-(4-(pyrrolidin-1-yl)-2-(trifluoromethyl)benzyl)piperazine-1-carbonyl)-1H-pyrazole-3-carboxylic acid ClC=1C(=NN(C1)C(=O)N1CCN(CC1)CC1=C(C=C(C=C1)N1CCCC1)C(F)(F)F)C(=O)O